N1CC[C@@H]([C@]12COCC2)C2=CC=1C(=NC=CC1NC=1C(=CC3=C(N=CS3)C1F)F)S2 N-(2-((4S,5R)-7-oxa-1-azaspiro[4.4]nonan-4-yl)thieno[2,3-b]pyridin-4-yl)-4,6-difluorobenzo[d]thiazol-5-amine